2-phenyl-4,6-bis(trichloromethyl)-s-triazine C1(=CC=CC=C1)C1=NC(=NC(=N1)C(Cl)(Cl)Cl)C(Cl)(Cl)Cl